NC1=C(C(=O)O)C=C(N=C1Cl)Cl 3-amino-2,6-dichloroisonicotinic acid